C1=CC=CC=2C3=CC=CC=C3C(C12)COC(=O)NC1CC2(CC(C2)C(=O)O)C1 6-({[(9H-fluoren-9-yl)methoxy]carbonyl}amino)spiro[3.3]heptane-2-carboxylic acid